FC(C(=O)N1CCC(CC1)(C)OC1=CC=C(C=C1)I)(F)F 2,2,2-trifluoro-1-[4-(4-iodophenoxy)-4-methylpiperidin-1-yl]ethan-1-one